4-(3-Chloroanilino)-2'-[(2R)-2-methyl-3-{[(5R)-5-methyl-5,6-dihydroquinolin-4-yl]oxy}propyl]-2',3'-dihydrospiro[cyclohexane-1,1'-indene]-4-carboxylic acid ClC=1C=C(NC2(CCC3(C(CC4=CC=CC=C34)C[C@H](COC3=CC=NC=4C=CC[C@H](C34)C)C)CC2)C(=O)O)C=CC1